BrC1=CC(=C(C=C1)C(C(=O)OC)(C)C)OC methyl 2-(4-bromo-2-methoxy-phenyl)-2-methyl-propanoate